2-[4-(4,4,5,5-tetramethyl-1,3,2-dioxaborolan-2-yl)phenyl]1,2-thiazolidine 1,1-dioxide CC1(OB(OC1(C)C)C1=CC=C(C=C1)N1S(CCC1)(=O)=O)C